4-(4-aminobutanamido)-2-(3-aminoprop-1-yn-1-yl)benzyl di-tert-butyl phosphate P(=O)(OCC1=C(C=C(C=C1)NC(CCCN)=O)C#CCN)(OC(C)(C)C)OC(C)(C)C